8-bromo-2-chloro-3,6,7-trimethylquinazolin-4(3H)-one BrC=1C(=C(C=C2C(N(C(=NC12)Cl)C)=O)C)C